ClC1=CC=C(C=C1)C(N1CCN(CC1)C1CCCCC1)C1=NN=NN1CCC1=CC=CC=C1 1-((4-chlorophenyl)(1-phenethyl-1H-tetrazol-5-yl)methyl)-4-cyclohexylpiperazine